N-Boc-L-arginine C(=O)(OC(C)(C)C)N[C@@H](CCCNC(N)=N)C(=O)O